tert-butyl 4-(7-[[2-fluoro-4-(pyrazol-1-yl)phenyl]amino]-1,6-naphthyridine-2-carboximidoyl)piperidine-1-carboxylate FC1=C(C=CC(=C1)N1N=CC=C1)NC1=NC=C2C=CC(=NC2=C1)C(=N)C1CCN(CC1)C(=O)OC(C)(C)C